N-(4-(5-(Trifluoromethyl)-1,2,4-oxadiazol-3-yl)benzyl)-N-(3-(trifluoromethyl)phenyl)morpholine-4-carboxamide FC(C1=NC(=NO1)C1=CC=C(CN(C(=O)N2CCOCC2)C2=CC(=CC=C2)C(F)(F)F)C=C1)(F)F